CC1C2=CN(N=C2C2=C(C1)OC(=C2C(F)(F)F)C(=O)NC[C@H]2OCCC2)CC=2C=NC(=CC2)C 4-Methyl-2-[(6-methylpyridin-3-yl)methyl]-N-{[(2S)-oxolan-2-yl]methyl}-8-(trifluoromethyl)-4,5-dihydro-2H-furo[2,3-g]indazole-7-carboxamide